C(C)C1=CC=CC2=CC3=C(C=CC=C3C(=C12)OC(=O)C1C(C2C=CC1C2)C(=O)O)CC 1,5-diethyl-9-[2-carboxy(3,6-methano-4-cyclohexenyl)]carbonyloxyanthracene